isobutyl-5-(4-methoxyphenyl)-3,3-dimethylmorpholine-4-carboxamide C(C(C)C)C1C(N(C(CO1)C1=CC=C(C=C1)OC)C(=O)N)(C)C